(S)-N-(1,4-dihydroxybutane-2-yl)benzamide OC[C@H](CCO)NC(C1=CC=CC=C1)=O